Cl.Cl.CN1[C@@H]2CN[C@H](C1)C2 (1S,4S)-5-Methyl-2,5-diazabicyclo[2.2.1]heptane dihydrochloride